ClC1=C(C=CC2=C1C(=NCC(=N2)N)C2=C(C=CC(=C2)OC)F)C(F)(F)F 6-chloro-5-(2-fluoro-5-methoxy-phenyl)-7-(trifluoromethyl)-3H-1,4-benzodiazepin-2-amine